CN1C[C@@H](CCC1)NC1=NN=C(C2=CC=CC=C12)C1=C(C=C(C=C1)C(F)(F)F)O 2-(4-{[(3R)-1-methylpiperidin-3-yl]amino}phthalazin-1-yl)-5-(trifluoromethyl)phenol